C(CCCCCCCCCCC)(=O)OCC.C(CCCCCCCCCCC)(=O)OCCCC ethyl butyl dilaurate